ClC=1C=C2C=NN(C2=CC1)C 5-chloro-1-methyl-1H-indazol